N-((1H-1,2,4-triazol-3-yl)methyl)-4-(1-(methylamino)ethyl)isoquinolin-1-amine N1N=C(N=C1)CNC1=NC=C(C2=CC=CC=C12)C(C)NC